(2S)-N-[4-(3-Cyanophenyl)-5-(2,6-dimethyl-4-pyridyl)thiazol-2-yl]-2-(hydroxymethyl)morpholin-4-carboxamid C(#N)C=1C=C(C=CC1)C=1N=C(SC1C1=CC(=NC(=C1)C)C)NC(=O)N1C[C@H](OCC1)CO